COC1=CC=C(C=C1)C[C@@H]1CC[C@@H](N1)[C@@H](O)C=1C=NC=C(C1)F (S)-{(2R,5S)-5-[(p-methoxyphenyl)methyl]-2-pyrrolidinyl}(5-fluoro-3-pyridyl)methanol